4-(2,2-dibromovinyl)-3-hydroxy-benzoic acid methyl ester COC(C1=CC(=C(C=C1)C=C(Br)Br)O)=O